8-(5-((dimethylamino)methyl)-[1,2,4]triazolo[1,5-a]pyridin-8-yl)-N-((5-fluoro-2,3-dihydrobenzofuran-4-yl)methyl)-1-(methylsulfonyl)imidazo[1,5-c]pyrimidin-5-amine CN(C)CC1=CC=C(C=2N1N=CN2)C=2C=1N(C(=NC2)NCC2=C(C=CC3=C2CCO3)F)C=NC1S(=O)(=O)C